FC1=CC=C2C(=NC(=NC2=C1)CN)C1=CC=C(C=C1)C(F)(F)F (7-fluoro-4-(4-(trifluoromethyl)phenyl)quinazolin-2-yl)methanamine